1-(2-hydroxyethyl)-1'-{2-[4-methanesulfonyl-3-(trifluoromethyl)phenoxy]ethyl}-2-oxo-1,2-dihydrospiro[indole-3,4'-piperidine]-5-carbonitrile OCCN1C(C2(CCN(CC2)CCOC2=CC(=C(C=C2)S(=O)(=O)C)C(F)(F)F)C2=CC(=CC=C12)C#N)=O